prop-2-en-1-yl (2S,3S,4S,5R,6S)-6-(2-nitro-4-{[(4-nitrophenoxycarbonyl)oxy]methyl}phenoxy)-3,4,5-tris({[prop-2-en-1-yloxy]carbonyl}oxy)oxane-2-carboxylate [N+](=O)([O-])C1=C(O[C@H]2[C@@H]([C@H]([C@@H]([C@H](O2)C(=O)OCC=C)OC(=O)OCC=C)OC(=O)OCC=C)OC(=O)OCC=C)C=CC(=C1)COC(=O)OC1=CC=C(C=C1)[N+](=O)[O-]